CP(=O)(C)C1=CC(=C(C=N1)NCC#CC=1C=C2C(=CC=CN2C1SC(F)(F)F)N[C@H]1[C@H](CN(CC1)C)F)OC 2-(3-{[6-(dimethylphosphoryl)-4-methoxypyridin-3-yl]amino}prop-1-yn-1-yl)-N-[(3S,4R)-3-fluoro-1-methylpiperidin-4-yl]-3-[(trifluoromethyl)sulfanyl]indolizin-8-amine